pyrazolo[1,5-a]-pyrimidine-3-carboxamide trifluoroacetate FC(C(=O)O)(F)F.N1=CC(=C2N1C=CC=N2)C(=O)N